CN(C1C[C@H]2CC[C@@H](C1)N2C(=O)OC(C)(C)C)C=2N=NC(=CC2)C=2C=CC(=C1C=NNC21)N2N=NC=C2 tert-butyl (1R,3S,5S)-3-[methyl([6-[4-(1,2,3-triazol-1-yl)-1H-indazol-7-yl]pyridazin-3-yl])amino]-8-azabicyclo[3.2.1]octane-8-carboxylate